6-[(1S,4R,SR)-5-{[5-cyclopropyl-3-(2,6-dichlorophenyl)-1,2-oxazol-4-yl]methoxy}-3-oxo-2-azabicyclo[2.2.1]heptan-2-yl]pyridine-3-carboxylic acid C1(CC1)C1=C(C(=NO1)C1=C(C=CC=C1Cl)Cl)CO[C@@H]1[C@@H]2C(N([C@H](C1)C2)C2=CC=C(C=N2)C(=O)O)=O |&1:18|